C(CC)C1=CC=C(C=C1)CCC(=O)OC(COC(CCC1=CC=C(C=C1)CCC)=O)C(C(COC(CCC1=CC=C(C=C1)CCC)=O)OC(CCC1=CC=C(C=C1)CCC)=O)OCCCN(C)C 3-[3-(dimethylamino)propoxy]-1,4,5-tris({[3-(4-propylphenyl)propanoyl] oxy})pentan-2-yl 3-(4-propylphenyl)propanoate